Br.C(CC)SC(N)=N S-propylisothiourea hydrogen bromide